C(C)(C)(C)C=1N(C=CN1)CC1=C(C=C(C=C1)C1=C(SC(=C1)CC(C)C)S(=O)(=O)NC(=O)NCC(C)(C)O)F 1-[[3-[4-[(2-tert-butylimidazol-1-yl)methyl]-3-fluoro-phenyl]-5-isobutyl-2-thienyl]sulfonyl]-3-(2-hydroxy-2-methyl-propyl)urea